C(C1=CC=CC=C1)(=O)OC1=C(C(=C(C=C1C)C(C)CCC)C)OC(C1=CC=CC=C1)=O 4-(2-pentyl)-3,6-dimethyl-1,2-phenylene dibenzoate